4-(dimethylamino)-3,5-difluorobenzamide CN(C1=C(C=C(C(=O)N)C=C1F)F)C